S1C=NC(=C1)NC(OC(C)(C)C)=O tert-butyl N-(1,3-thiazol-4-yl)carbamate